N1C=CC=2C1=NC=C(C2)OC2=C(C(=O)N)C=CC(=C2)N2CCC1(CC(C1)N1[C@@H](CN(CC1)CC1=CC=C(C=C1)OC)C1=C(C=CC=C1)C(C)C)CC2 2-((1H-pyrrolo[2,3-b]pyrid-5-yl)oxy)-4-(2-((R)-2-(2-isopropylphenyl)-4-(4-methoxybenzyl)piperazin-1-yl)-7-azaspiro[3.5]non-7-yl)benzamide